N1C(CCC1C(=O)OC)C(=O)OC Dimethyl pyrrolidine-2,5-dicarboxylate